3-bromo-5-(3-chloro-5-fluorophenoxy)-1-(2-methoxypropyl)-1,2,4-triazole BrC1=NN(C(=N1)OC1=CC(=CC(=C1)F)Cl)CC(C)OC